methyl 2-(2-((tert-butoxycarbonyl) amino) ethyl)-5-methoxy-2H-indazole-3-carboxylate C(C)(C)(C)OC(=O)NCCN1N=C2C=CC(=CC2=C1C(=O)OC)OC